2-[(benzoyloxy)imino]-1-phenylpropane-1-one C(C1=CC=CC=C1)(=O)ON=C(C(=O)C1=CC=CC=C1)C